ClC=1C=C(C=CC1)N1C(N(C([C@@H]1C)C#N)C1=CN=CC2=CC=CC=C12)=O (5S)-1-(3-chlorophenyl)-3-(isoquinolin-4-yl)-5-methyl-2-oxoimidazolidine-4-carbonitrile